N-phenylthiophene-2-carboxamide C1(=CC=CC=C1)NC(=O)C=1SC=CC1